C(CC)OP(=O)(OCCC)[O-].C(CCC)N1[CH-]OCC1=O N-butyl-oxazolidone di(1-propyl)phosphate